FC1C(C1)C(=O)NC(C1=C(C=CC=C1)NC(=O)C1CCN(CC1)CC(F)(F)F)C1=CC=C(C=C1)C(C)C N-(2-{[(2-fluorocyclopropyl)formamido][4-(propan-2-yl)phenyl]methyl}phenyl)-1-(2,2,2-trifluoroethyl)piperidine-4-carboxamide